ClC=1C=C(C=CC1)C=1NC(=NN1)S 5-(3-chlorophenyl)-4H-[1,2,4]-triazole-3-thiol